BrN1C(C2=CC=CC=C2C2(C1=O)CCCC2)=O bromo-1'H-spiro[cyclopentane-1,4'-isoquinoline]-1',3'(2'H)-dione